BrC1=CC=C(C=N1)C1(CC1)NC(=O)N1CCN(CC1)C1=NC(=CC(=N1)C)NC1=NNC(=C1)C N-(1-(6-bromopyridin-3-yl)cyclopropyl)-4-(4-methyl-6-((5-methyl-1H-pyrazol-3-yl)amino)pyrimidin-2-yl)piperazine-1-carboxamide